O=C1N(CC2=CC(=CC=C12)N1CCC2(CC(C2)N2CCNCC2)CC1)C1C(NC(CC1)=O)=O 3-[1-oxo-5-(2-piperazin-1-yl-7-azaspiro[3.5]nonan-7-yl)isoindolin-2-yl]piperidine-2,6-dione